ClC1=C(OC2=C1C=C(C=C2C(=O)OC)F)CNC(=O)C=2C=NN1C2N=CC=C1 Methyl 3-chloro-5-fluoro-2-((pyrazolo[1,5-a]pyrimidine-3-carboxamido)methyl)benzofuran-7-carboxylate